phenyl-(neopentyl-n-hexyl)phosphinate C1(=CC=CC=C1)P([O-])(=O)C(CCCCC)CC(C)(C)C